4-(4-Methylbenzoylamino)-5-(p-toluylamino)thiophene-2-carboxylic acid CC1=CC=C(C(=O)NC=2C=C(SC2NC2=CC=C(C=C2)C)C(=O)O)C=C1